ClC1=C2C(=NC=C1C#CC1=NC=CC=C1F)NC=C2 4-chloro-5-((3-fluoropyridin-2-yl)ethynyl)-1H-pyrrolo[2,3-b]pyridine